1-((2-acetamidothiazol-5-yl)methyl)-N-(p-tolyl)piperidine-4-carboxamide C(C)(=O)NC=1SC(=CN1)CN1CCC(CC1)C(=O)NC1=CC=C(C=C1)C